N1=CC(=CC=C1)C1=NC(=NN2C1=CC=C2)SCC2=CC=C(C(=O)O)C=C2 4-[[[4-(3-pyridinyl)pyrrolo[2,1-f][1,2,4]triazin-2-yl]thio]methyl]benzoic acid